ClC1=NC=C(C(=N1)OC=1C=C(C=CC1F)NC(OC(C)(C)C)=O)Cl tert-butyl N-{3-[(2,5-dichloropyrimidin-4-yl)oxy]-4-fluorophenyl}carbamate